Cl.CN(CCS)C 2-(dimethylamino)ethanethiol HCl salt